C1(CCCCC1)N1C=NC(=C1C1=C2C(=NC=C1)N(C=C2)CC(C)COC)C2=CC=C(C=C2)F 4-(1-cyclohexyl-4-(4-fluorophenyl)-1H-imidazol-5-yl)-2-(methoxymethyl)propan-yl-1H-pyrrolo[2,3-b]Pyridine